1-[3-[(2R,4S)-4-fluorotetrahydrofuran-2-yl]-6-[5-[(6-methylpyridazin-3-yl)amino]benzimidazol-1-yl]-2-pyridyl]-5-methyl-pyrazole-3-carbonitrile F[C@H]1C[C@@H](OC1)C=1C(=NC(=CC1)N1C=NC2=C1C=CC(=C2)NC=2N=NC(=CC2)C)N2N=C(C=C2C)C#N